N1,N2-bis(2,4,4-trimethylpentan-2-yl)benzene-1,2-diamine CC(C)(CC(C)(C)C)NC=1C(=CC=CC1)NC(C)(CC(C)(C)C)C